ClC=1C=NC(=NC1)N1CCC(CC1)CCCCOC1=CC(=C(C=C1)CC(=O)N1CC(C1)CNC[C@@H]([C@H]([C@@H]([C@@H](CO)O)O)O)O)F 2-[4-[4-[1-(5-chloropyrimidin-2-yl)-4-piperidyl]butoxy]-2-fluoro-phenyl]-1-[3-[[[(2S,3R,4R,5R)-2,3,4,5,6-pentahydroxyhexyl]amino]methyl]-azetidin-1-yl]ethanone